N-(5-chloro-2,4-difluorophenyl)-N-methylacetamide ClC=1C(=CC(=C(C1)N(C(C)=O)C)F)F